IC1=CC(=C(C=C1C)N(C(C#CCC)=O)C=1C=CC=2C(N1)=CN(N2)C)OCCOCC#C N-{4-iodo-5-methyl-2-[2-(prop-2-yn-1-yloxy)ethoxy]phenyl}-N-{2-methylpyrazolo[4,3-b]pyridin-5-yl}pent-2-ynamide